C1(CC1)C=1N=NN(C1)[C@@H](C(=O)N1[C@H](C[C@@H](C1)O)C(=O)NC1C(C(C1C)OC)(CC)CC)C(C)(C)C (2R,4S)-1-[(2R)-2-(4-cyclopropyltriazol-1-yl)-3,3-dimethyl-butanoyl]-N-(2,2-diethyl-3-methoxy-4-methyl-cyclobutyl)-4-hydroxy-pyrrolidine-2-carboxamide